[33-methyl-21-oxo-8,9,10,22-tetrazahexacyclo[20.5.3.217,20.13,7.06,10.025,29]tritriaconta-1(27),3(33),4,6,8,17,19,25,28,31-decaen-2-yl]acetic acid CC=1C2=C3C=CC1C(C1=CC=C4CCN(C(C5=CC=C(CCCCCCN3N=N2)C=C5)=O)CC4=C1)CC(=O)O